COC1=CC=C(C=C1)C(C#N)(C)C 2-(4-methoxyphenyl)-2-methylpropanenitrile